((7R)-7-amino-2-azabicyclo[2.2.1]hept-2-yl)(2-(1-(cyclopropylmethyl)-6-(2-fluoro-3-hydroxyphenyl)-1H-pyrrolo[2,3-b]pyridin-2-yl)-3-methylpyrazolo[1,5-a]pyrimidin-6-yl)methanone N[C@H]1C2N(CC1CC2)C(=O)C=2C=NC=1N(C2)N=C(C1C)C1=CC=2C(=NC(=CC2)C2=C(C(=CC=C2)O)F)N1CC1CC1